OC(CC(=O)OCC(COC(CC(C)O)=O)OC(CC(C)O)=O)C Propane-1,2,3-triyl tris(3-hydroxybutanoate)